N-{2-[4-amino-2-(ethoxymethyl)-1H-imidazo[4,5-c]quinolin-1-yl]ethyl}-N'-(3-cyanophenyl)urea NC1=NC=2C=CC=CC2C2=C1N=C(N2CCNC(=O)NC2=CC(=CC=C2)C#N)COCC